N1(CCOCC1)CC1=CC=C(OC2CN(C2)C=2C(=C(C(=O)OC)C=CC2)N2C=CC=C2)C=C1 Methyl 3-(3-(4-(morpholinylmethyl)phenoxy)azetidin-1-yl)-2-(1H-pyrrol-1-yl)benzoate